benzoxathiepine 1-oxide [O+]1(SCC=CC2=C1C=CC=C2)[O-]